N-(3-Methoxy-2-methyl-5-(4,4,5,5-tetramethyl-1,3,2-dioxaborolan-2-yl)phenyl)propane-1-sulfonamide COC=1C(=C(C=C(C1)B1OC(C(O1)(C)C)(C)C)NS(=O)(=O)CCC)C